CC1=C(C(=CC(=C1)C)C)S(=O)(=O)N 2,4,6-Trimethylbenzenesulfonamide